N-(4-(2-((8aR)-7-(6-amino-3-chloro-2-fluorophenyl)-5-oxo-1,2,3,5,8,8a-hexahydroindolizin-3-yl)-1H-imidazol-5-yl)-3-chloropyridin-2-yl)acetamide NC1=CC=C(C(=C1C1=CC(N2C(CC[C@@H]2C1)C=1NC(=CN1)C1=C(C(=NC=C1)NC(C)=O)Cl)=O)F)Cl